FC1=CC(=CC(=C1N)[N+](=O)[O-])N1CCN(CC1)S(=O)(=O)C 6-fluoro-4-(4-methanesulfonylpiperazin-1-yl)-2-nitroaniline